ClC1=C(OC2=CC=CC3=C2NC(=NS3(=O)=O)NCC3=C(C=CC(=C3)F)C)C=CC=C1 5-(2-chlorophenoxy)-3-((5-fluoro-2-methylbenzyl)amino)-4H-benzo[e][1,2,4]thiadiazine 1,1-dioxide